3-(4-(bromomethyl)-3-chlorophenyl)oxetane BrCC1=C(C=C(C=C1)C1COC1)Cl